(S)-2-(dicyclohexylphosphino)-N-(2-(4-isopropyl-1-phenyl-4,5-dihydro-1H-imidazol-2-yl)phenyl)aniline C1(CCCCC1)P(C1=C(NC2=C(C=CC=C2)C=2N(C[C@@H](N2)C(C)C)C2=CC=CC=C2)C=CC=C1)C1CCCCC1